BrC=1C=C(OC2=C(C=C(C=C2C)F)C)C=C(C1)C 2-(3-Bromo-5-methylphenoxy)-5-fluoro-1,3-dimethylbenzene